N-(5-chloro-6-(2H-1,2,3-triazol-2-yl)pyridin-3-yl)-1-(isoquinolin-1-yl)-5-(trifluoromethyl)-1H-pyrazole-4-carboxamide ClC=1C=C(C=NC1N1N=CC=N1)NC(=O)C=1C=NN(C1C(F)(F)F)C1=NC=CC2=CC=CC=C12